CC1=CC(=NN1C1OCCCC1)C=O 5-methyl-1-tetrahydropyran-2-yl-pyrazole-3-carbaldehyde